C(=O)(O)[Sn] carboxyl-tin